7-[(8-bromooctyl)oxy]-4-[(3-chloro-4-fluorophenyl)amino]-6-{[3-(1,4-oxazinan-4-yl)propyl]oxy}quinazoline BrCCCCCCCCOC1=C(C=C2C(=NC=NC2=C1)NC1=CC(=C(C=C1)F)Cl)OCCCN1CCOCC1